CC(C)(COP(=O)([O-])OP(=O)([O-])OC[C@@H]1[C@H]([C@H]([C@@H](O1)N2C=NC3=C(N=CN=C32)N)O)OP(=O)([O-])[O-])[C@H](C(=O)NCCC(=O)NCCSC(=O)C4=C(C5=CC=CC=C5C(=C4)O)O)O The molecule is an acyl-CoA(4-) that is the tetraanion of 1,4-dihydroxy-2-naphthoyl-CoA arising from deprotonation of phosphate and diphosphate functions. It is a conjugate base of a 1,4-dihydroxy-2-naphthoyl-CoA.